(R,E)-4-(dimethylamino)-N-(4-(3-(quinazolin-2-ylamino)piperidine-1-carbonyl)phenyl)but-2-enamide CN(C/C=C/C(=O)NC1=CC=C(C=C1)C(=O)N1C[C@@H](CCC1)NC1=NC2=CC=CC=C2C=N1)C